C(C)(C)C1=C2C=C(N=CC2=C(C=C1)N1[C@@H]([C@H](C1)CS(=O)(=O)C)C)NC1=NC(=NC=C1)[C@@H]1CO[C@H](C1)C(F)(F)F 5-isopropyl-8-((2R,3S)-2-methyl-3-((methylsulfonyl)methyl)azetidin-1-yl)-N-(2-((3R,5R)-5-(trifluoromethyl)tetrahydrofuran-3-yl)pyrimidin-4-yl)isoquinolin-3-amine